ClC1=C(C=CC=C1)C1N(C(CC1)=O)C1=CC=C(C(=O)N[C@H](C)\C=C\S(=O)(=O)C)C=C1 4-(2-(2-chlorophenyl)-5-oxopyrrolidin-1-yl)-N-((R,E)-4-(methylsulfonyl)but-3-en-2-yl)benzamide